(2S,3S,4R)-1-O-(α-D-galactosyl)-2-(N-heneicosanoylamino)-1,3,4-heptanetriol [C@H]1([C@H](O)[C@@H](O)[C@@H](O)[C@H](O1)CO)OC[C@@H]([C@@H]([C@@H](CCC)O)O)NC(CCCCCCCCCCCCCCCCCCCC)=O